4-(1-hydroxy-2-methylpropyl)-N-(6-methyl-5-(7-(methylamino)-1,6-naphthyridin-3-yl)pyridin-3-yl)picolinamide OC(C(C)C)C1=CC(=NC=C1)C(=O)NC=1C=NC(=C(C1)C=1C=NC2=CC(=NC=C2C1)NC)C